3-hydroxypentadecylic acid OC(CC(=O)O)CCCCCCCCCCCC